2-((2-fluoro-4-((7-phenylbenzo[d]isothiazol-3-yl)amino)benzyl)amino)ethan-1-ol FC1=C(CNCCO)C=CC(=C1)NC1=NSC2=C1C=CC=C2C2=CC=CC=C2